1-(tert-butyl) 2-methyl (2S,4S)-2-(3-chloropropyl)-4-hydroxypyrrolidine-1,2-dicarboxylate ClCCC[C@@]1(N(C[C@H](C1)O)C(=O)OC(C)(C)C)C(=O)OC